(S)-7-((S)-5-Chloro-6-fluoro-2-phenyl-2-((S)-pyrrolidin-2-yl)-2,3-dihydrobenzofuran-4-yl)-8-fluoro-3,4-dihydro-2H-benzo[b][1,4]oxazine-6-carboxamide ClC=1C(=CC2=C(C[C@@](O2)([C@H]2NCCC2)C2=CC=CC=C2)C1C=1C(=CC2=C(OCCN2)C1F)C(=O)N)F